((1s,4s)-4-(2-methylpyridin-4-yl)cyclohexyl)acetic acid CC1=NC=CC(=C1)C1CCC(CC1)CC(=O)O